cinnamyl-dimethyl-sulfonium hexafluorobenzoate FC1C(C(C(C(=O)[O-])(C=C1)F)(F)F)(F)F.C(C=CC1=CC=CC=C1)[S+](C)C